(R)-4-(3H-[1,2,3]triazolo[4,5-b]pyridin-3-yl)-2-fluoro-N-(6-(2-methylthiazol-4-yl)isoquinolin-1-yl)-N-(piperidin-3-yl)benzamide N1=NN(C2=NC=CC=C21)C2=CC(=C(C(=O)N([C@H]1CNCCC1)C1=NC=CC3=CC(=CC=C13)C=1N=C(SC1)C)C=C2)F